C(C)OCC 1-ethyl ether